Cl.N1=C(C=CC=C1)CC(C)N 1-(pyridin-2-yl)propan-2-amine hydrochloride